OC1=C2C(C(=COC2=CC(=C1)O)C1=CC=C(C=C1)OC(CCCCO)=O)=O [4-[5,7-dihydroxy-4-oxo-chromen-3-yl]phenyl]5-hydroxypentanoate